O=C1N(C(CC1)=O)OC(=O)C=1C=C(C2=C(B(OC2)O)C1)F 4-fluoro-1-hydroxy-1,3-dihydrobenzo[c][1,2]oxaborole-6-carboxylic acid 2,5-dioxopyrrolidin-1-yl ester